N-hydroxyl-1-((4-(2-(2-methoxyethyl)-1,2,3,4-tetrahydroisoquinoline-7-yl)phenyl)sulfonyl)-1,2,3,6-tetrahydropyridine-4-formamide ONC(=O)C=1CCN(CC1)S(=O)(=O)C1=CC=C(C=C1)C1=CC=C2CCN(CC2=C1)CCOC